6-(trans-1-((5-chloro-1-methyl-1H-pyrazol-4-yl)sulfonyl)-3-methoxypiperidin-4-yl)-7-methyl-[1,2,4]triazolo[1,5-a]pyridine ClC1=C(C=NN1C)S(=O)(=O)N1C[C@H]([C@@H](CC1)C=1C(=CC=2N(C1)N=CN2)C)OC